[N+](=O)([O-])C=1C=C(C=CC1NCC1CCOCC1)S(=O)(=O)NC(C1=CC=C(C=C1)N1CCC2(CC(C2)N2[C@@H](CCC2)C2=C(C=CC=C2)S(=O)(=O)C(C)C)CC1)=O N-{3-nitro-4-[(oxan-4-ylmethyl)amino]benzenesulfonyl}-4-{2-[(2S)-2-[2-(propane-2-sulfonyl)phenyl]pyrrolidin-1-yl]-7-azaspiro[3.5]nonan-7-yl}benzamide